FC1(CCN(CC1)C1=NC(=CC2=C1N=C(N=C2)NC2=CC=C(C=N2)N2C(CNCC2)=O)[C@@H](C)O)F 1-[6-[[8-(4,4-difluoropiperidin-1-yl)-6-[(1R)-1-hydroxyethyl]pyrido[3,4-d]pyrimidin-2-yl]amino]pyridin-3-yl]piperazin-2-one